CS(=O)(=O)N1CCC(CC1)COC=1C(C=COC1)=O 5-((1-(methyl-sulfonyl)piperidin-4-yl)methoxy)-4H-pyran-4-one